Kalium aspartat N[C@@H](CC(=O)[O-])C(=O)[O-].[K+].[K+]